2-(2,5-dimethylphenyl)-2-[(2-piperidine-4-ylethyl)amino]-N-(2-pyridine-4-ylethyl)acetamid tin bis(neononanoate) C(CCCCC(C)(C)C)(=O)[O-].C(CCCCC(C)(C)C)(=O)[O-].[Sn+2].CC1=C(C=C(C=C1)C)C(C(=O)NCCC1=CC=NC=C1)NCCC1CCNCC1